3-(4-(7-(tert-butylcarbamoyl)-2H-indazol-2-yl)phenyl-2,3,5,6-d4)Piperidine-1-carboxylic acid C(C)(C)(C)NC(=O)C1=CC=CC2=CN(N=C12)C1=C(C(=C(C(=C1[2H])[2H])C1CN(CCC1)C(=O)O)[2H])[2H]